NC1=NC=C(C=C1O[C@H](C)C=1C=C(C=CC1)NC(=O)C=1C=NN(C1)C(C)(C)C)Cl (R)-N-(3-(1-((2-amino-5-chloropyridin-3-yl)oxy)ethyl)phenyl)-1-(tert-butyl)-1H-pyrazole-4-carboxamide